N-(3-hydroxy-2-(pyridin-2-yl)-4,5,6,7-tetrahydro-2H-indazol-5-yl)-4-methylbenzenesulfonamide OC=1N(N=C2CCC(CC12)NS(=O)(=O)C1=CC=C(C=C1)C)C1=NC=CC=C1